7-((4-methoxybenzyl)oxy)-1H-benzo[d]imidazole-5-carboxamide hydrochloride Cl.COC1=CC=C(COC2=CC(=CC3=C2NC=N3)C(=O)N)C=C1